2-(3,5-dimethylpiperidin-1-yl)malononitrile CC1CN(CC(C1)C)C(C#N)C#N